4-hydroxy-3-isopropoxy-triazine OC=1N(NN=CC1)OC(C)C